(3R,8aR)-3-Bromomethyl-3-methyl-tetrahydro-pyrrolo[2,1-c][1,4]oxazine BrC[C@]1(CN2[C@@H](CO1)CCC2)C